ClC1=CC=C(S1)CNC1=CC(=NN1C(C(CO)(C)C)=O)C1CCN(CC1)CCOC1CC1 1-(5-(((5-chlorothiophen-2-yl)methyl)amino)-3-(1-(2-cyclopropoxyethyl)piperidin-4-yl)-1H-pyrazol-1-yl)-3-hydroxy-2,2-dimethylpropan-1-one